5-amino-2,3-dihydrospiro[indene-1,4'-piperidine]-1'-carboxylic acid tert-butyl ester C(C)(C)(C)OC(=O)N1CCC2(CC1)CCC1=CC(=CC=C12)N